C1=CC=C(C=C1)CC(=O)N[C@@H](CCC(=O)N)C(=O)O The molecule is an a N(2)-phenylacetylglutamine having L-configuration. It has a role as a human metabolite. It is a conjugate acid of a N(2)-phenylacetyl-L-glutaminate.